C=1C(=CN2C=CC=CC12)C(=O)N1CC=2C(CC1)=NNC2C(=O)NC(C(F)(F)F)(C)C 5-(indolizine-2-carbonyl)-N-(1,1,1-trifluoro-2-methylpropan-2-yl)-2H,4H,5H,6H,7H-pyrazolo[4,3-c]pyridine-3-carboxamide